N1N=NNC1=O 1H-tetrazol-5(4H)-one